Cl.FC1=C(C=CC=C1COC)N1CCC=CC1 (2-fluoro-3-(methoxymethyl)phenyl)-1,2,3,6-tetrahydropyridine hydrogen chloride